7-benzyl-3-(4-methoxyphenyl)-3,4-dihydro-2H,8H-[1,2,4]triazino[3,2-b][1,3,5]thiadiazin-8-one C(C1=CC=CC=C1)C=1C(N=C2SCN(CN2N1)C1=CC=C(C=C1)OC)=O